FC=1C=C(C=CC1)NC(=O)NC1=CC(=CC=C1)F 1,3-bis(3-fluorophenyl)urea